C1(CCCC2=CC=CC=C12)C(C)=O 1-(1,2,3,4-tetrahydronaphthalen-1-yl)ethan-1-one